2-chloro-N-(4-chlorobiphenyl-2-yl)nicotinamide methyl-4-[2-fluoro-4-[[1-[(4-fluorophenyl)carbamoyl]cyclopropanecarbonyl]amino]phenoxy]-7-methoxyquinoline-6-carboxylate COC(=O)C=1C=C2C(=CC=NC2=CC1OC)OC1=C(C=C(C=C1)NC(=O)C1(CC1)C(NC1=CC=C(C=C1)F)=O)F.ClC1=C(C(=O)NC2=C(C=CC(=C2)Cl)C2=CC=CC=C2)C=CC=N1